1-[[2-(3-fluoro-5-fluoro-phenyl)-1H-imidazol-5-yl]methyl]piperazine hydrochloride Cl.FC=1C=C(C=C(C1)F)C=1NC(=CN1)CN1CCNCC1